CC1(CCC=2C=CN=CC2C1NC1=C(C(C1=O)=O)NC1=C(C(=NC=C1)C(=O)N(C)C)O)C 4-((2-((7,7-dimethyl-5,6,7,8-tetrahydroisoquinolin-8-yl)amino)-3,4-dioxocyclobut-1-en-1-yl)amino)-3-hydroxy-N,N-dimethylpicolinamide